C(CCC)[Sn](C=C)(CCCC)CCCC tri-n-butyl-(vinyl)stannane